Ethyl 4-(3-[[4-(4-[3-[(tert-butoxycarbonyl)amino]propanamido]-1-methylimidazole-2-amido)-1-methylpyrrol-2-yl]formamido] propanamido)-1-methylimidazole-2-carboxylate C(C)(C)(C)OC(=O)NCCC(=O)NC=1N=C(N(C1)C)C(=O)NC=1C=C(N(C1)C)C(=O)NCCC(=O)NC=1N=C(N(C1)C)C(=O)OCC